N,N-di-sec-octyl-p-phenylenediamine C(C)(CCCCCC)N(C1=CC=C(C=C1)N)C(C)CCCCCC